BrC1=CC=C(C2=C1OCO2)OC2CCN(CC2)C(=O)OC(C)(C)C tert-butyl 4-((7-bromobenzo[d][1,3]dioxol-4-yl)oxy)piperidine-1-carboxylate